C(#N)C=1C=NN2C1C(=CC(=C2)OCC(C)(C)O)C=2C=CC(=NC2)N2CCC(CC2)(C)NC(C2=C(C=CC=C2)C)=O N-(1-(5-(3-cyano-6-(2-hydroxy-2-methylpropoxy)pyrazolo[1,5-a]pyridin-4-yl)pyridin-2-yl)-4-methylpiperidin-4-yl)-2-methylbenzamide